C(CCC)OC(NS(=O)(=O)C1=C(N=C(S1)CC(C)C)C1=CC=C(C=C1)CN1C(=NC=C1)C1CC1)=O ((4-(4-((2-cyclopropyl-1H-imidazol-1-yl)methyl)phenyl)-2-isobutylthiazol-5-yl)sulfonyl)carbamic acid butyl ester